C(=O)(OC(C)(C)C)N[C@H](CC1=C(C=CC=C1)Br)C(=O)O Boc-2-bromo-D-phenylalanine